O(C1=CC=CC=C1)OP1(=NP(=NP(=N1)(F)F)(F)F)F phenoxy(4-hydroxy)pentafluoro-cyclotriphosphazene